C1(CC1)N1C=NC(=C1)I 1-cyclopropyl-4-iodo-imidazole